C(C)(CC)P([O-])([O-])=O.[Fe+3].C(C)(CC)P([O-])([O-])=O.C(C)(CC)P([O-])([O-])=O.[Fe+3] iron (III) (sec-butyl phosphonate)